1-((2R,4S)-4-fluoropyrrolidin-2-yl)-N,N-dimethylamine hydrochloride Cl.F[C@H]1C[C@@H](NC1)CNC